C1(=CC(=CC(=C1)C(=O)OCC1OC1)C(=O)OCC1OC1)C(=O)OCC1OC1 tris(oxiranylmethyl) benzene-1,3,5-tricarboxylate